C(#N)COC=1C=C2C(=CC=NC2=CC1)C(=O)OC(C)(C)C tert-butyl 6-(cyanomethoxy)quinoline-4-carboxylate